[N+](=O)([O-])C1=CC=C(C=C1)N=NC1=CC=C(C=C1)N N-[4-(4-NITRO-PHENYLAZO)-PHENYL]-AMIN